(S)-3-(4-(1-(3-((tert-butoxycarbonyl)amino)propyl)-1H-pyrazol-4-yl)-3-chlorophenoxy)-2-((1,3-dioxoisoindolin-2-yl)oxy)propanoic acid tert-butyl ester C(C)(C)(C)OC([C@H](COC1=CC(=C(C=C1)C=1C=NN(C1)CCCNC(=O)OC(C)(C)C)Cl)ON1C(C2=CC=CC=C2C1=O)=O)=O